C(C)(C)OC(NC1CC2=C(NC=3C=CC(=CC23)C#N)C1)=O 7-cyano-1,2,3,4-tetrahydro-cyclopenta[b]indol-2-yl-carbamic acid isopropyl ester